N1=C2N(C=C1C=1C=C(C=CC1NC=1C=NC(=CC1)C(C)(C)O)S(=O)(=O)N(C)CC1=CC=C(C=C1)OC)CCC2 3-(6,7-dihydro-5H-pyrrolo[1,2-a]imidazol-2-yl)-4-((6-(2-hydroxypropane-2-yl)pyridin-3-yl)amino)-N-(4-methoxybenzyl)-N-methylbenzenesulfonamide